ClC1=C(C(=CC=C1)F)N1CCC(CC1)N1C(N(C=2C([C@@H]1C)=CNN2)CC2=C(C=CC=C2)C(F)(F)F)=O |o1:19| (S)- or (R)-5-[1-(2-Chloro-6-fluorophenyl)-piperidin-4-yl]-4-methyl-7-(2-trifluoromethyl-benzyl)-2,4,5,7-tetrahydro-pyrazolo[3,4-d]pyrimidin-6-one